(2S)-2-[[(2S)-2-amino-4-[5-[bis(2-chloroethyl)amino]-1-methyl-benzimidazol-2-yl]butanoyl]amino]-4-methyl-pentanoic acid N[C@H](C(=O)N[C@H](C(=O)O)CC(C)C)CCC1=NC2=C(N1C)C=CC(=C2)N(CCCl)CCCl